9-(5-chloro-[1,1':4',1''-terphenyl]-3-yl)phenanthrene ClC=1C=C(C=C(C1)C1=CC=C(C=C1)C1=CC=CC=C1)C=1C2=CC=CC=C2C=2C=CC=CC2C1